2-((1r,2r)-2-aminocyclohexyl)-N-benzyl-5-chloro-3-iodothieno[3,2-b]pyridin-7-amine N[C@H]1[C@@H](CCCC1)C1=C(C2=NC(=CC(=C2S1)NCC1=CC=CC=C1)Cl)I